ClC=1C(=CC(=NC1)NC(C(C)C1=CC(=NC=C1)C#N)=O)C1=C2N(N=C1)CC(C2)(C)C N-(5-chloro-4-(5,5-dimethyl-5,6-dihydro-4H-pyrrolo[1,2-b]pyrazol-3-yl)pyridin-2-yl)-2-(2-cyanopyridin-4-yl)propionamide